ClC1=C(C=C(C=C1)[C@H](NC(=O)[C@@H]1N([C@@H]2C[C@@H]2C1)C(=O)C=1C=NC=C(C1)S(=O)(=O)C)C1CC1)F (1R,3R,5R)-N-((R)-(4-chloro-3-fluorophenyl)(cyclopropyl)methyl)-2-((5-(methylsulfonyl)-3-pyridinyl)carbonyl)-2-azabicyclo[3.1.0]hexane-3-carboxamide